C(C1=CC=CC=C1)(=O)O[C@@H](CC(=C)Br)CCC=O (R)-2-bromo-7-oxohept-1-en-4-yl benzoate